ClC=1C(=C(C=CC1F)C(N[S@](=O)C(C)(C)C)C=1C=NC(=NC1)OC(F)F)F (R)-N-((3-chloro-2,4-difluorophenyl)(2-(difluoromethoxy)-pyrimidin-5-yl)methyl)-2-methylpropan-2-sulfinamide